FCC1CN(C1)CCOC1=CC=C(OC=2C3=C(SC2C(=O)C2=C(C=C(C=C2)O)C)C=C(C=C3)O)C=C1 (3-(4-(2-(3-(fluoromethyl)azetidin-1-yl)ethoxy)phenoxy)-6-hydroxybenzo[b]thiophen-2-yl)(4-hydroxy-2-methylphenyl)methanone